C(C1=CC=CC=C1)OC(=O)N1CCC(=C[C@H]1C1=CC=C(C=C1)C=1N=NNN1)C1=NC=CN=C1 (S)-6-(4-(2H-tetrazol-5-yl)phenyl)-4-(pyrazin-2-yl)-3,6-dihydropyridine-1(2H)-carboxylic acid benzyl ester